C(CCCCCCCCCCC)C(CCCCCN)(N)CCCCCCCCCCCC didodecyl-hexane-1,6-diamine